C(CCCCCC(C)(C)C)(=O)O[Sn](C)(C)OC(CCCCCC(C)(C)C)=O di[(neodecanoyl)oxy]dimethyltin